(S)-tert-butyl 2-(4-(3-(4-ethoxy-3-methoxyphenyl)-1,2,4-oxadiazol-5-yl)piperidine-1-carbonyl)-5-phenylpyrrolidine-1-carboxylate C(C)OC1=C(C=C(C=C1)C1=NOC(=N1)C1CCN(CC1)C(=O)[C@H]1N(C(CC1)C1=CC=CC=C1)C(=O)OC(C)(C)C)OC